CS(=O)(=O)OC1CN(OC1)C(=O)OC(C)(C)C tert-butyl 4-((methylsulfonyl)oxy)isoxazolidine-2-carboxylate